BrC1=C(C=C(OC2=CC=C(C#N)C=C2)C=C1)C1OCCO1 4-(4-bromo-3-(1,3-dioxolan-2-yl)phenoxy)benzonitrile